C(C)(C)(C)OC(NC1=C2C(=CNC2=CC(=C1)Cl)C=1C=NN(C1)C1OCCCC1)=O.BrC1=CC=C2C(=NN(C(C2=C1)=O)CC(=O)NC1=NC=NC=C1F)OC(F)(F)F 2-[7-bromo-1-oxo-4-(trifluoromethoxy)phthalazin-2-yl]-N-(5-fluoropyrimidin-4-yl)acetamide tert-butyl-N-[6-chloro-3-(1-tetrahydropyran-2-ylpyrazol-4-yl)-1H-indol-4-yl]carbamate